[2-(methacryloyloxy)ethyl]-(dimethylammonium) acetate C(C)(=O)[O-].C(C(=C)C)(=O)OCC[NH+](C)C